C(C)OC(=O)C=1C=C2N(C3=CC=C(C=C3N=C2NCC2=CC=C(C=C2)OC)C)C1 4-((4-methoxybenzyl)amino)-7-methylpyrrolo[1,2-a]quinoxaline-2-carboxylic acid ethyl ester